C(C)OC(=O)C=1N(C2=CC=CC=C2C1N)CCCC amino-1-butyl-1H-indole-2-carboxylic acid ethyl ester